N-(2-aminoethyl)-3-fluorobenzamide NCCNC(C1=CC(=CC=C1)F)=O